C1(CC1)NC(COC1=C(C=CC(=C1)C=O)[N+](=O)[O-])=O N-CYCLOPROPYL-2-(5-FORMYL-2-NITROPHENOXY)ACETAMIDE